N1-(5-chloro-2-ethoxybenzyl)cyclohexane-1,4-diamine ClC=1C=CC(=C(CNC2CCC(CC2)N)C1)OCC